FC(S(=O)(=O)[O-])(F)F.COC1=NC(=NC(=N1)OC)[N+](C)(C)CC(=O)OCCCCCCCC (4,6-dimethoxy-1,3,5-triazin-2-yl)-(octoxy-2-oxoethyl)dimethylammonium trifluoromethanesulfonate